N-(1-thia-4,7-diaza-3-indenyl)-(1R,2R,4S)-7-[3-(4-methyl-1-piperazinyl)propionyl]-7-azabicyclo[2.2.1]heptane-2-carboxamide S1C=C(C2=NC=CN=C12)NC(=O)[C@H]1[C@H]2CC[C@@H](C1)N2C(CCN2CCN(CC2)C)=O